CC1(C2=CC=CC=C2OC=2C(=CC=CC12)B(O)O)C (9,9-dimethyl-9H-xanthen-4-yl)boronic acid